ClC1=NC=C(C(=C1F)NC(C)=O)C N-(2-chloro-3-fluoro-5-methylpyridin-4-yl)acetamide